N3-(2,4-dichlorobenzyl)-N-(3,4-dichlorophenyl)-5-oxopyrrolidine-1,3-dicarboxamide ClC1=C(CNC(=O)C2CN(C(C2)=O)C(=O)NC2=CC(=C(C=C2)Cl)Cl)C=CC(=C1)Cl